C(#N)C=1C(=C(C=2C(=C3N(C2C1F)CCCN3)C(=O)C=3SC=CC3)F)F 7-cyano-10-(thiophene-2-carbonyl)-6,8,9-trifluoro-1,2,3,4-tetrahydropyrimidino[1,2-a]indole